2-{[7-amino-4-(3-chloro-1H-indazol-5-yl)-1-oxo-2,3-dihydro-1H-isoindol-2-yl]methyl}prop-2-enenitrile NC=1C=CC(=C2CN(C(C12)=O)CC(C#N)=C)C=1C=C2C(=NNC2=CC1)Cl